C(C)(C)(C)OC(=O)N1CC(CC1)CC(=O)O N-(tert-butoxycarbonyl)-3-pyrrolidineacetic acid